1-cyclopropyl-3-ethoxy-prop-2-en-1-one C1(CC1)C(C=COCC)=O